FC(C1=CC=CC(=N1)C1=CCN(C1)C(=O)OC(C)(C)C)(F)F tert-Butyl 4-(6-(trifluoromethyl)pyridin-2-yl)-2,5-dihydro-1H-pyrrole-1-carboxylate